3-(3,5-di-t-butyl-4-hydroxyphenyl)propanol C(C)(C)(C)C=1C=C(C=C(C1O)C(C)(C)C)CCCO